[K].[N+](=O)([O-])C(C)[N+](=O)[O-] dinitroethane potassium salt